(1R,3S)-1-((R)-1,1-dimethylethylsulfinylamino)-3-fluoro-8-azaspiro[4.5]decane-8-carboxylic acid tert-butyl ester C(C)(C)(C)OC(=O)N1CCC2(C[C@@H](C[C@H]2N[S@](=O)C(C)(C)C)F)CC1